NC1=C(N=NN1)C(=O)NCC1=CC(=C(C(=C1)Cl)C(C1=CC=C(C=C1)Cl)=O)Cl 5-amino-[4-(4-chlorobenzoyl)-3,5-dichlorobenzyl]-1,2,3-triazole-4-carboxamide